[1-[(S)-[(1R,2R)-2-[(7-fluoro-2,2-dimethyl-chroman-4-yl)carbamoyl]cyclopropyl]-pyridin-1-ium-3-yl-methyl]-4,4-dimethyl-6-oxo-hexahydropyrimidin-2-ylidene]ammonium FC1=CC=C2C(CC(OC2=C1)(C)C)NC(=O)[C@H]1[C@@H](C1)[C@H](N1C(NC(CC1=O)(C)C)=[NH2+])C=1C=[NH+]C=CC1